ClC1=C(C(=CC=C1)F)C1(CC1)C(=O)NC=1C=CC(=C(C(=O)OC)C1)C=1C=NN(C1)C1CCC1 Methyl 5-({[1-(2-chloro-6-fluoro-phenyl) cyclopropyl] carbonyl} amino)-2-(1-cyclobutyl-1H-pyrazol-4-yl)benzoate